C=CC1=CC=C(C=C1)S(=O)(=O)O p-styrenesulphonic acid